spiro[6,7-dihydro-5H-benzothiophene-4,3'-azetidine]-3-carbonitrile N1CC2(C1)CCCC1=C2C(=CS1)C#N